C(CCC)N1CC(O[Sn]2(OCC1)OC(CN(CCO2)CCCC)(C)C)(C)C 4,12-dibutyl-2,2,10,10-tetramethyl-1,7,9,15-tetraoxa-4,12-diaza-8-stannaspiro[7.7]pentadecane